Cl.N[C@@H]1CN(CC[C@H]1C)C1=CC(=NC=C1C=1C=NN(C1)C(F)F)NC1=NC(=C(C#N)C=C1)C1=C(C=CC=C1OC)F 6-((4-((3S,4R)-3-amino-4-methylpiperidin-1-yl)-5-(1-(difluoromethyl)-1H-pyrazol-4-yl)pyridin-2-yl)amino)-2-(2-fluoro-6-methoxyphenyl)-nicotinonitrile hydrochloride